S(=O)(=O)(O)C(C(=O)[O-])CC(=O)[O-].[Na+].C(CCCCCCCCCCCCCCC)(=O)[O-].[Na+].[Na+] disodium palmitat sodium sulfosuccinate